CN1N=CC(=C1)C1=CC=2C(=NC=CC2N2C[C@H]3CCC(C2)N3C3CC(C3)C#N)N1 (1R,3r)-3-(3-(2-(1-methyl-1H-pyrazol-4-yl)-1H-pyrrolo[2,3-b]pyridin-4-yl)-3,8-diazabicyclo[3.2.1]oct-8-yl)cyclobutane-1-carbonitrile